COCCC1=NN=C2N1C1=CC(=CC=C1C(=N2)N(C2=CC=CC=C2)C)N (2-Methoxyethyl)-N5-methyl-N5-Phenyl-[1,2,4]triazolo[4,3-a]quinazoline-5,8-diamine